FC=1C=C(C=CC1F)N1C(C[C@@H]1C1=NC2=C(N1C1CCC(CC1)OC)C=CC(=C2)C=2C(=NOC2C)C)=O (R)-1-(3,4-difluorophenyl)-4-(5-(3,5-dimethylisoxazol-4-yl)-1-((1R,4S)-4-methoxycyclohexyl)-1H-benzo[d]imidazol-2-yl)azetidin-2-one